methyl (S)-1-(S)-2-(4-nitrophenyl)-1-(2-(thiophen-2-yl)thiazol-4-yl)ethylamino-1-oxo-3-phenylpropan-2-ylcarbamate [N+](=O)([O-])C1=CC=C(C=C1)C[C@@H](C=1N=C(SC1)C=1SC=CC1)NN(C(OC)=O)[C@H](C=O)CC1=CC=CC=C1